NC1=C(C(=O)N[C@@H](CC2=CC=CC=C2)C(=O)OC)C=CC(=C1)Cl Methyl (2-amino-4-chlorobenzoyl)-L-phenylalaninate